[B].[Ti].[Nd] Neodymium titanium boron